Cl.C12CN(CC(CC1)N2)C2=NC(=C(C=1CN(CCC21)C2=CC=CC1=CC=CC(=C21)Cl)C#N)OC[C@H]2N(CCC2)C 1-(3,8-diazabicyclo[3.2.1]oct-3-yl)-6-(8-chloronaphthalen-1-yl)-3-(((S)-1-methylpyrrolidin-2-yl)methoxy)-5,6,7,8-tetrahydro-2,6-naphthyridine-4-carbonitrile hydrochloride